C1(=CC=CC=C1)S(=O)(=O)O.ClC1=C(C=C(C=C1)[C@@H](CO)N1C(C=C(C=C1)C1=NC(=NC=C1)NC1=CC=NN1C)=O)F (S)-1-(1-(4-chloro-3-fluorophenyl)-2-hydroxyethyl)-4-(2-((1-methyl-1H-pyrazol-5-yl)amino)pyrimidin-4-yl)pyridin-2(1H)-one benzenesulfonate salt